FC=1C=C(C=CC1)C=1C=CC=2N(N1)C(=CN2)C 6-(3-Fluorophenyl)-3-methylimidazo[1,2-b]pyridazine